Trans-1,1-dimethylethyl N-[3-(N-[4-[5-chloro-6-oxo-4-[[(3R)-tetrahydropyran-3-yl]methylamino]pyridazin-1-yl]cyclohexyl]-4-fluoro-anilino)propyl]carbamate ClC1=C(C=NN(C1=O)[C@@H]1CC[C@H](CC1)N(C1=CC=C(C=C1)F)CCCNC(OC(C)(C)C)=O)NC[C@@H]1COCCC1